N-(2-(7-chloro-5-methyl-5H-pyrrolo[3,2-d]pyrimidin-4-yl)-2-azaspiro[3.3]heptan-6-yl)-N-(2,2-difluoroethyl)sulfamide ClC1=CN(C2=C1N=CN=C2N2CC1(C2)CC(C1)N(S(=O)(=O)N)CC(F)F)C